OC1(CC(C1)N1C(C(=CC2=C1N=C(N=C2)SC)N2CCN(C1=C(C=CC=C21)C)C(=O)OC(C)(C)C)=O)C tert-butyl 4-[8-(3-hydroxy-3-methyl-cyclobutyl)-2-methylsulfanyl-7-oxo-pyrido[2,3-d]pyrimidin-6-yl]-8-methyl-2,3-dihydroquinoxaline-1-carboxylate